2-bromothiazole-4-carbaldehyde BrC=1SC=C(N1)C=O